C(C1=CC=CC=C1)C=1C=C(OC2=CC=C3C(=C(N=C(C3=C2)OC)C(=O)NCC(=O)O)O)C=CC1 (7-(3-Benzylphenoxy)-4-hydroxy-1-methoxyisoquinoline-3-carbonyl)glycine